6-[[5-chloro-3-(2,2-difluoroethoxy)-2-pyridyl]oxy]-N-[4-(cyanomethyl)-1,1-dioxo-thian-4-yl]-3-methyl-imidazo[1,2-a]pyridine-2-carboxamide ClC=1C=C(C(=NC1)OC=1C=CC=2N(C1)C(=C(N2)C(=O)NC2(CCS(CC2)(=O)=O)CC#N)C)OCC(F)F